FC=1C=C2C(NN=C(C2=CC1F)C(C)N(C(=O)C=1C=CC2=C(N=CS2)C1)C)=O N-(1-(6,7-Difluoro-4-oxo-3,4-dihydrophthalazin-1-yl)ethyl)-N-methylbenzo[d]thiazole-5-carboxamide